3-(2-chloro-4-fluorophenoxy)-N-(3-sulfamoylphenyl)quinoxaline-2-carboxamide ClC1=C(OC=2C(=NC3=CC=CC=C3N2)C(=O)NC2=CC(=CC=C2)S(N)(=O)=O)C=CC(=C1)F